ClC=1C(=NN(C1C)C1=CC=C(C=N1)S(=O)(=O)NC=1C(=CC=C2C=NN(C12)C)OC)C 6-(4-CHLORO-3,5-DIMETHYL-1H-PYRAZOL-1-YL)-N-(6-METHOXY-1-METHYL-1H-INDAZOL-7-YL)PYRIDINE-3-SULFONAMIDE